FC(C(=O)O)(F)F.C(C)OC(CC)=O propionic acid ethyl ester trifluoroacetate